CC(C=C)C(CC)C 3,4-dimethyl-hex-1-ene